cholest-4,6-diene-3-one CC(C)CCC[C@@H](C)[C@H]1CC[C@H]2[C@@H]3C=CC4=CC(CC[C@]4(C)[C@H]3CC[C@]12C)=O